(2R,6R)-6-(isobutylthio)-2-methyl-2H-pyran C(C(C)C)SC1=CC=C[C@H](O1)C